[N-](S(=O)(=O)C(F)(F)F)S(=O)(=O)C(F)(F)F.C(C)[N+](CCOC)(C)CC diethyl-N-methyl-N-(2-methoxyethyl)ammonium bis(trifluoromethanesulfonyl)imide salt